tert-butyl 4-methoxy-2-((2-methylenetetrahydro-1H-pyrrolizin-7a(5H)-yl)methoxy)-5,8-dihydropyrido[3,4-d]pyrimidine-7-carboxylate COC=1C2=C(N=C(N1)OCC13CCCN3CC(C1)=C)CN(CC2)C(=O)OC(C)(C)C